trans-((4-(2-(4-chloro-3-fluorophenoxy)acetamido)cyclohexyl)methyl)carbamic acid tert-butyl ester C(C)(C)(C)OC(NC[C@@H]1CC[C@H](CC1)NC(COC1=CC(=C(C=C1)Cl)F)=O)=O